COC1=C(C(C)N)C=CC=C1 2-Methoxy-α-methylbenzylamine